N1=CC(=CC=C1)CC1N2CCC(C1CC=O)CC2 2-(2-(pyridine-3-ylmethyl)quinuclidin-3-yl)ethan-1-one